2-[(4-chloro)-phenylpropionamido]-3-(4-iodophenyl)-propionic acid ClC1=CC=C(C=C1)CCC(=O)NC(C(=O)O)CC1=CC=C(C=C1)I